Cl.NC\C=C(\CN1C=NC2=C1C=C(C=C2C=2C=NC=C(C2)Cl)C#N)/F (Z)-1-(4-amino-2-fluorobut-2-en-1-yl)-4-(5-chloropyridin-3-yl)-1H-benzo[d]imidazole-6-carbonitrile hydrochloride